FC1=C(C2=C(C=N1)C1CCC(C2)N1)F (±)-3,4-Difluoro-6,7,8,9-tetrahydro-5H-6,9-epiminocyclohepta[c]pyridine